2-(3-ethylbicyclo[1.1.1]pentan-1-yl)-4,4-dimethylcyclohex-1-ene-1-carbaldehyde C(C)C12CC(C1)(C2)C2=C(CCC(C2)(C)C)C=O